C1OCC12CN(C2)C2=NNC(=C2)C=2C(=C(C(=CC2)O)N2CC(NS2(=O)=O)=O)F 5-(3-(3-(2-oxa-6-azaspiro[3.3]heptan-6-yl)-1H-pyrazol-5-yl)-2-fluoro-6-hydroxyphenyl)-1,2,5-thiadiazolidin-3-one 1,1-dioxide